BrC1=C(C=C(C=C1)CC(=O)O)C 2-(4-Bromo-3-methylphenyl)acetic acid